CC=1N=C2N(C=C(C=C2)C=2N=C3N(C(C2)=O)C=C(C=C3)C=3CCN(CC3)C)C1 2-(2-methylimidazo[1,2-a]pyridin-6-yl)-7-(1-methyl-1,2,3,6-tetrahydropyridin-4-yl)-4H-pyrido[1,2-a]pyrimidin-4-one